4-(trans-2-aminocyclopropyl)-5-methyl-N-(5-methyl-1,3,4-thiadiazol-2-yl)thiophene-2-carboxamide Dihydrochloride Cl.Cl.N[C@H]1[C@@H](C1)C=1C=C(SC1C)C(=O)NC=1SC(=NN1)C